FC1=C(C=CC=C1)C1NCC2=NN=C(N2C=2SC=3CC(CC3C12)C(=O)N1CCOCC1)C 9-(2-fluorophenyl)-3-methyl-13-(morpholine-4-carbonyl)-16-thia-2,4,5,8-tetraazatetracyclo[8.6.0.02,6.011,15]Hexadeca-1(10),3,5,11(15)-tetraene